1,1,3-tribromopropan-2-ol BrC(C(CBr)O)Br